CC(=O)NC[C@@H]1[C@H]([C@@H]([C@H]([C@H](O1)O[C@@H]2[C@H](C[C@H]([C@@H]([C@H]2O)O[C@@H]3[C@@H]([C@H]([C@@H]([C@H](O3)CO)O)[NH3+])O)[NH3+])[NH3+])[NH3+])O)O The molecule is a quadruply-charged ammonium ion arising from protonation of the four free amino groups of N(6')-acetylkanamycin; major species at pH 7.3. It is an organic cation and an ammonium ion derivative. It is a conjugate acid of a N(6')-acetylkanamycin B.